C1(CC1)C=1C=C(C(=[N+](C1)[O-])C1=CC2=C(C=N1)N(C=N2)CC(C(F)(F)F)(F)F)F 6-(5-cyclopropyl-3-fluoro-1-oxido-pyridin-1-ium-2-yl)-3-(2,2,3,3,3-pentafluoropropyl)imidazo[4,5-c]pyridine